N-(4-(6-(2,4,6-trifluorophenoxy)hexyl)phenyl)piperazine-1-carboxamide hydrochloride Cl.FC1=C(OCCCCCCC2=CC=C(C=C2)NC(=O)N2CCNCC2)C(=CC(=C1)F)F